(E)-phenethyl 3-(2,3-dihydrobenzo[b][1,4]dioxin-6-yl)acrylate O1C2=C(OCC1)C=C(C=C2)/C=C/C(=O)OCCC2=CC=CC=C2